C1(CCC1)NC1=NC(=NC=C1C#N)NC1CCC(CC1)OC 4-(cyclobutylamino)-2-(((1r,4r)-4-methoxycyclohexyl)-amino)pyrimidine-5-carbonitrile